5,6-Dihydro-1-[(2E)-1-oxo-3-(3,4,5-trimethoxyphenyl)-2-propen-1-yl]-2(1H)-Pyridinone O=C(\C=C\C1=CC(=C(C(=C1)OC)OC)OC)N1C(C=CCC1)=O